6-fluoro-1-isopropyl-cinnolin-4-one FC=1C=C2C(C=NN(C2=CC1)C(C)C)=O